(R)-methyl({1-[3-({2-[(3R,4S)-3-fluoro-4-methoxypiperidin-1-yl]pyrimidin-4-yl}amino)-5-(propan-2-yl)isoquinolin-8-yl]azetidin-3-yl}methyl)imino-λ6-sulfanone CS(=O)=NCC1CN(C1)C=1C=CC(=C2C=C(N=CC12)NC1=NC(=NC=C1)N1C[C@H]([C@H](CC1)OC)F)C(C)C